N-(3-methoxybenzyl)-4-((2-morpholinoethoxy)methyl)-N-(quinolin-6-ylmethyl)thiazol-2-amine COC=1C=C(CN(C=2SC=C(N2)COCCN2CCOCC2)CC=2C=C3C=CC=NC3=CC2)C=CC1